C1CC12CCN(CC2)C2=C(C(=O)N)C=CC=C2 6-azaspiro[2.5]octane-6-ylbenzamide